tert-butyl 2-((5-chloro-2,4-difluorophenyl)carbamoyl)-4-methoxy-2,3-dihydro-1H-pyrrolo[3,2-c]pyridine-1-carboxylate ClC=1C(=CC(=C(C1)NC(=O)C1CC=2C(=NC=CC2N1C(=O)OC(C)(C)C)OC)F)F